2-(5-Chloro-2H-benzotriazol-2-yl)-4,6-di-tert-butyl-phenol ClC1=CC=2C(=NN(N2)C2=C(C(=CC(=C2)C(C)(C)C)C(C)(C)C)O)C=C1